C1(CC1)C(=O)NC1=NC=C(C(=O)NC([2H])([2H])[2H])C(=C1)NC1=C(C=2N(C=C1)N=CC2C2CC2)OC 6-(Cyclopropanecarboxamido)-4-((3-cyclopropyl-4-methoxypyrazolo[1,5-a]pyridin-5-yl)amino)-N-(methyl-d3)nicotinamide